perfluorotetradecylbenzene FC1=C(C(=C(C(=C1F)F)F)F)C(C(C(C(C(C(C(C(C(C(C(C(C(C(F)(F)F)(F)F)(F)F)(F)F)(F)F)(F)F)(F)F)(F)F)(F)F)(F)F)(F)F)(F)F)(F)F)(F)F